(2-fluoro-4-(2-fluorophenoxy)phenyl)(4-(((3R,6S)-6-(hydroxymethyl)tetrahydro-2H-pyran-3-yl)amino)-5-methoxy-1H-pyrrolo[2,3-b]pyridin-3-yl)methanone FC1=C(C=CC(=C1)OC1=C(C=CC=C1)F)C(=O)C1=CNC2=NC=C(C(=C21)N[C@H]2CO[C@@H](CC2)CO)OC